Cl.NC1COC2=C(C1O)C=CC=C2 3-amino-3,4-dihydro-2H-1-benzopyran-4-ol hydrochloride